FC=1C=C(C=CC1)[C@H](C12CCC(CC1)(N2C(=O)OC(C)(C)C)COC)O tert-butyl 1-((R)-(3-fluorophenyl)-(hydroxy)methyl)-4-(methoxymethyl)-7-azabicyclo[2.2.1]heptane-7-carboxylate